FC=1C=NC(=NC1)C=1C(=C(C=CC1)NC1=CC(=NC=C1C(=O)NC([2H])([2H])[2H])NC1=NN(C(=C1)C(F)(F)F)C)OC 4-((3-(5-fluoropyrimidin-2-yl)-2-methoxyphenyl)amino)-N-(methyl-d3)-6-((1-methyl-5-(trifluoromethyl)-1H-pyrazol-3-yl)amino)nicotinamide